IC1=CC=2N(C=C1C)C=CN2 7-iodo-6-methyl-imidazo[1,2-a]Pyridine